3-(7-(Hydroxymethyl)-2-methylquinolin-3-yl)piperidine-2,6-dione OCC1=CC=C2C=C(C(=NC2=C1)C)C1C(NC(CC1)=O)=O